methyl 2,2-dimethyl-3-oxo-3,4-dihydro-2H-benzo[b][1,4]oxazine-6-carboxylate CC1(C(NC2=C(O1)C=CC(=C2)C(=O)OC)=O)C